(3r,4r)-1-(1-((1S)-1-(2-chlorophenyl)ethyl)-5,6-difluoro-1H-benzoimidazol-2-yl)-4-fluoro-3-piperidinamine ClC1=C(C=CC=C1)[C@H](C)N1C(=NC2=C1C=C(C(=C2)F)F)N2C[C@H]([C@@H](CC2)F)N